C12CN(CC(N1)C2)C=2C(=C1CN(C(C1=CC2F)=O)C2CNCCC2)F 3-(5-(3,6-diazabicyclo[3.1.1]heptane-3-yl)-4,6-difluoro-1-oxoisoindoline-2-yl)piperidine